C(C)(C)(C)OC(=O)N1CCC(CC1)OC1=C2CCCN(C2=CC=C1)C1C(NC(CC1)=O)=O 4-[[1-(2,6-dioxo-3-piperidinyl)-3,4-dihydro-2H-quinolin-5-yl]oxy]piperidine-1-carboxylic acid tert-butyl ester